5-{[4-(5-chloro-2-oxo-1,2-dihydropyridin-1-yl)phenyl]methyl}-3-(2,6-dimethoxyphenyl)-6-hydroxy-2-(3-methylbutyl)-3,4-dihydropyrimidin-4-one ClC=1C=CC(N(C1)C1=CC=C(C=C1)CC=1C(N(C(=NC1O)CCC(C)C)C1=C(C=CC=C1OC)OC)=O)=O